O=S.[Se].[Na] sodium selenium (oxy) sulfide